potassium cysteine salt N[C@@H](CS)C(=O)[O-].[K+]